3-[1-(1,3-dimethylpyrazol-4-yl)-5-methyl-4-nitro-pyrazol-3-yl]oxypropan-1-ol CN1N=C(C(=C1)N1N=C(C(=C1C)[N+](=O)[O-])OCCCO)C